Cl[Pd-2](Cl)(Cl)Cl Tetrachloropalladium (II)